C(C)OC=1C(=NC(=C(C1)N1[C@@H](CN(CC1)C(=O)C12CCC(CC1)(CC2)C(F)(F)F)CC)C(=O)NC2CN(C2)C)C=2C=NC=CC2 ethoxy-5-[(2R)-2-ethyl-4-[4-(trifluoromethyl)bicyclo[2.2.2]octane-1-carbonyl]piperazin-1-yl]-N-(1-methylazetidin-3-yl)-[2,3'-bipyridine]-6-carboxamide